NC1=C(C=C(C=C1)N1CCOCC1)C1=C(C(=NN1COCC[Si](C)(C)C)C)N 5-(2-amino-5-morpholinophenyl)-3-methyl-1-((2-(trimethylsilyl)ethoxy)methyl)-1H-pyrazol-4-amine